OC1=C(C(=CC(=C1S(=O)(=O)NC1=NC=CC=N1)CCCCC)O)C1=C(C=CC(=C1)C)C(=C)C 2,6-dihydroxy-5'-methyl-4-pentyl-2'-(prop-1-en-2-yl)-N-(pyrimidin-2-yl)-[1,1'-biphenyl]-3-sulfonamide